FC1=CN=CC2=C1N=CN=C2N2C[C@](CCC2)(C)O 8-fluoro-4-((R)-3-hydroxy-3-methylpiperidin-1-yl)pyrido[4,3-d]pyrimidin